4-benzylbenzoic acid C(C1=CC=CC=C1)C1=CC=C(C(=O)O)C=C1